2-(5-(cyclopropylmethyl)-3-(3',6-difluoro-[1,1'-biphenyl]-3-yl)-4-(3-fluoro-4-sulfamoylbenzyl)-1H-pyrazol-1-yl)thiazole-4-carboxylic acid C1(CC1)CC1=C(C(=NN1C=1SC=C(N1)C(=O)O)C=1C=C(C(=CC1)F)C1=CC(=CC=C1)F)CC1=CC(=C(C=C1)S(N)(=O)=O)F